C(C1=CC=CC=C1)OC=1C=CC(=C(C1)NC(CCN1C=NC=C1)=O)C N-(5-(benzyloxy)-2-methylphenyl)-3-(1H-imidazol-1-yl)propanamide